N1=NN(C2=NC=CC=C21)C2=CC(=C(C(=O)N([C@H]1CN(CCC1)C(=O)OC(C)(C)C)C1=C(C(=O)OC)C=CC=N1)C=C2)F methyl (R)-2-(4-(3H-[1,2,3]triazolo[4,5-b]pyridin-3-yl)-N-(1-(tert-butoxycarbonyl)piperidin-3-yl)-2-fluorobenzamido)nicotinate